ON=C(CCC(=O)O)C 4-HYDROXYIMINO-PENTANOIC ACID